S(O)(O)=O.N[C@@H](CC1=CNC2=CC=CC=C12)C(=O)O tryptophan bisulphite